(4-(1-cyanocyclopentyl)phenyl)-2-(4-((6,7-dimethylquinolin-4-yl)oxy)-2-fluorophenyl)-2-oxoacetamide C(#N)C1(CCCC1)C1=CC=C(C=C1)NC(C(=O)C1=C(C=C(C=C1)OC1=CC=NC2=CC(=C(C=C12)C)C)F)=O